tert-butyl (1S,4S)-6-vinyl-2,5-diazabicyclo[2.2.2]octane-2-carboxylate C(=C)C1N[C@@H]2CN([C@H]1CC2)C(=O)OC(C)(C)C